(S)-2,4,6-trifluoro-N-(2-methoxy-5-(4-(2-methylpiperazin-1-yl)quinoline-6-yl)pyridin-3-yl)benzenesulfonamide trifluoroacetate salt FC(C(=O)O)(F)F.FC1=C(C(=CC(=C1)F)F)S(=O)(=O)NC=1C(=NC=C(C1)C=1C=C2C(=CC=NC2=CC1)N1[C@H](CNCC1)C)OC